pyridyl-amino ketone N1=C(C=CC=C1)NC(=O)NC1=NC=CC=C1